(S)-2-((3-Aminotetrahydrothiophen-3-yl)methoxy)-4-(imidazo[1,2-a]pyridin-3-yl)-6-(methylthio)benzonitrile N[C@]1(CSCC1)COC1=C(C#N)C(=CC(=C1)C1=CN=C2N1C=CC=C2)SC